C[C@H]1CN(C[C@@H](N1)C)C1=CC(=CC2=C1N(C(N2C=2SC(=NN2)C(F)F)=O)C)S(=O)(=O)NC2(COC2)C {7-[(3S,5S)-3,5-dimethyl-1-piperazinyl]-3-[5-(difluoromethyl)-1,3,4-thiadiazol-2-yl]-1-methyl-2-oxo-1,3-dihydro-1,3-benzimidazol-5-ylsulfonyl}(3-methyl-3-oxetanyl)amine